C1=CC=CC=2C3=CC=CC=C3C(C12)COC(=O)N([C@@H](CCCCNC(C1=CC=CC=C1)(C1=CC=CC=C1)C1=CC=CC=C1)C(=O)O)C N2-(((9H-fluoren-9-yl)methoxy)carbonyl)-N2-methyl-N6-trityl-L-lysine